(2-sulfamoyl-4-pyridyl)-5-(trifluoromethyl)-2-[2-[4-(trifluoromethyl)phenyl]morpholin-4-yl]pyridine-3-carboxamide S(N)(=O)(=O)C1=NC=CC(=C1)C1=C(C(=NC=C1C(F)(F)F)N1CC(OCC1)C1=CC=C(C=C1)C(F)(F)F)C(=O)N